FC=1C=C(C=NC1)NC1=NC=NC2=CC=C(C=C12)C1(CNC1)C N-(5-fluoropyridin-3-yl)-6-(3-methylazetidin-3-yl)quinazolin-4-amine